C(C)(C)(C)OC(=O)N1CC(C2=CC=CC=C12)(C)CC(=O)OC 3-(2-methoxy-2-oxo-ethyl)-3-methyl-indoline-1-carboxylic acid tert-butyl ester